diethylsilylbis(4,5,6,7-tetrahydroindenyl)zirconium dichloride [Cl-].[Cl-].C(C)[SiH](CC)[Zr+2](C1C=CC=2CCCCC12)C1C=CC=2CCCCC12